ClC1=C(C(=NN=N1)C(=O)N)Cl dichlorotriazinamide